ethylene glycol mono(3-methyl-3-butenyl) ether CC(CCOCCO)=C